C1(=CC=CC=C1)C=1C(=C(C=CC1NC=1C=CC=2N(C3=CC=CC=C3C2C1)C1=CC=CC=C1)C1=CC=C(C=C1)NC=1C=CC=2N(C3=CC=CC=C3C2C1)C1=CC=CC=C1)C1=CC=CC=C1 diphenyl-N4,N4'-Bis(9-phenyl-9H-carbazol-3-yl)-[1,1'-biphenyl]-4,4'-diamine